ClC1=CNC2=CC(=CC=C12)C=1C(=NC=NC1C)C 3-chloro-6-(4,6-dimethylpyrimidin-5-yl)-1H-indole